N1(N=CC=C1)CCCCCOC1=NC=NC2=CC=CC=C12 4-((5-(1H-pyrazol-1-yl)pentyl)oxy)quinazoline